C(C)(=O)O[C@@H]1[C@H](O[C@H]([C@@H]1OC(C)=O)N1C2=NC(=NC(=C2N=C1)NC12C[C@]3(C[C@](CC(C1)C3)(C2)C)C)Cl)CCP(=O)(OCC)OCC [(2R,3R,4R,5R)-4-acetoxy-5-[2-chloro-6-[[(3R,5S)-3,5-dimethyl-1-adamantyl] amino]purin-9-yl]-2-(2-diethoxyphosphorylethyl)tetrahydrofuran-3-yl] acetate